(2S)-morpholin N1CCOCC1